2-(6-(2-chloro-6-ethyl-7H-pyrrolo[2,3-d]pyrimidin-7-yl)pyridin-2-yl)propan-2-ol ClC=1N=CC2=C(N1)N(C(=C2)CC)C2=CC=CC(=N2)C(C)(C)O